FC=1C=C(C=C(C1)F)[C@@H]1CC[C@H]2OC3(C(N21)=O)CCN(CC3)C(=O)C3=NC(=CC=C3)OCC (5'S,7a'R)-5'-(3,5-difluorophenyl)-1-(6-ethoxypyridine-2-carbonyl)tetrahydro-3'H-spiro[piperidine-4,2'-pyrrolo[2,1-b]-[1,3]oxazol]-3'-one